CN1N=CC(=C1)C=1C=C(C=C(C1)C=1SC=CC1)C(C)N 1-(3-(1-methyl-1H-pyrazol-4-yl)-5-(thiophen-2-yl)phenyl)ethan-1-amine